C(C)(C)(C)OC(NCCOCCOCCOCCOCCNC(CN1C(C=CC1=O)=O)=O)=O tert-butyl-[17-(2,5-dioxo-2,5-dihydro-1H-pyrrol-1-yl)-16-oxo-3,6,9,12-tetraoxa-15-azaheptadec-1-yl]carbamate